C(C)(C)(C)OC(=O)N1CC(C(CC1)C=O)(F)F.C1(CCCCC1)/C=C/C=1C=C(C(=NC1OC)F)NS(=O)(=O)C (E)-N-(5-(2-cyclohexylvinyl)-2-fluoro-6-methoxypyridin-3-yl)methanesulfonamide tert-butyl-3,3-difluoro-4-formyl-piperidine-1-carboxylate